ClC=1C(=CC(=C(C(=O)NC2=CC(=NC=C2)C2(CC2)S(=O)(C)=NC(OCC2=CC=CC=C2)=O)C1)OC1=CC=C(C=C1)OC(F)(F)F)C(F)(F)F Benzyl ((1-(4-(5-chloro-2-(4-(trifluoromethoxy)phenoxy)-4-(trifluoromethyl)benzamido)pyridin-2-yl)cyclopropyl)(methyl)(oxo)-λ6-sulfanylidene)carbamate